tert-Butyl 4-[2-(2,6-dioxopiperidin-3-yl)-4-methoxy-3-oxo-2,3-dihydro-1H-pyrrolo[3,4-c]pyridin-6-yl]piperazine-1-carboxylate O=C1NC(CCC1N1C(C=2C(=NC(=CC2C1)N1CCN(CC1)C(=O)OC(C)(C)C)OC)=O)=O